NC1=C(C=C(C=C1CCO)N)C 2-(2,5-diamino-3-tolyl)ethan-1-ol